O=C1N(C(CN1)=O)CC(=O)NC(C(=O)NC1=CC=C(C=C1)[Si](C)(C)C)C1=CC=C(C=C1)OC 2-(((2,5-dioxoimidazolidin-1-yl)acetyl)amino)-2-(4-methoxyphenyl)-N-(4-(trimethylsilyl)phenyl)acetamide